2-Chloro-N-{2-[4-(difluoromethyl)-1,3-thiazol-5-yl]-2-(4-{[6-(trifluoromethyl)pyrimidin-4-yl]oxy}piperidin-1-yl)ethyl}-6-fluorobenzamid ClC1=C(C(=O)NCC(N2CCC(CC2)OC2=NC=NC(=C2)C(F)(F)F)C2=C(N=CS2)C(F)F)C(=CC=C1)F